(5-methyl-6-(3-(trifluoromethyl)-7,8-dihydro-1,6-naphthyridin-6(5H)-yl)pyridazin-3-yl)(pyrrolidin-1-yl)methanone CC=1C=C(N=NC1N1CC=2C=C(C=NC2CC1)C(F)(F)F)C(=O)N1CCCC1